S(N)(=O)(=O)N1CCN(CC1)C(=O)OC(C)(C)C tert-Butyl 4-sulfamoylpiperazine-1-carboxylate